4'-({4-[(isopropyl-sulfonyl)amino]tetrahydrofuran-3-yl}oxy)biphenyl-2-carboxamide C(C)(C)S(=O)(=O)NC1C(COC1)OC1=CC=C(C=C1)C=1C(=CC=CC1)C(=O)N